OC(CCCC(=O)[O-])CCCCCCC.[K+] potassium 5-hydroxydodecanoate